benzyl (2-(2-(2,3-bis(benzyloxy)-N-(4-(2,3-bis(benzyloxy) benzamido)butyl) benzamido)acetamido)ethyl)carbamate C(C1=CC=CC=C1)OC1=C(C(=O)N(CCCCNC(C2=C(C(=CC=C2)OCC2=CC=CC=C2)OCC2=CC=CC=C2)=O)CC(=O)NCCNC(OCC2=CC=CC=C2)=O)C=CC=C1OCC1=CC=CC=C1